ClC=1C(=C(C=NC1C#N)C=1C=NC(=CC1)C(F)(F)F)C 5-chloro-4-methyl-6'-(trifluoromethyl)-[3,3'-bipyridine]-6-carbonitrile